F[C@H]1CN(CC[C@H]1NC=1C=2N(C=CC1)C(=C(N2)C#CCNC2=C(C=C(C=C2)S(=O)(=O)C)OC)C#CC)C N-((3S,4R)-3-fluoro-1-methylpiperidin-4-yl)-2-(3-((2-methoxy-4-(methylsulfonyl)phenyl)amino)prop-1-yn-1-yl)-3-(prop-1-yn-1-yl)imidazo[1,2-a]pyridin-8-amine